2-(4-methylsulfonylphenyl)-1,3,2-dioxaborolan CS(=O)(=O)C1=CC=C(C=C1)B1OCCO1